OC1=CC2=C(C=C(C(O2)=O)C(=O)O)C=C1C1=CC=C(C=C1)C 7-hydroxy-2-oxo-6-(p-tolyl)-2H-benzopyran-3-carboxylic acid